NC1=CN=C2N1C=C(C=C2)C=2C=NN1C2C(N(C[C@@H]1C)C1=CC=C(C=C1)C(F)(F)F)=O (7S)-3-(3-Aminoimidazo[1,2-a]pyridin-6-yl)-7-methyl-5-[4-(trifluoromethyl)phenyl]-6,7-dihydro-pyrazolo[1,5-a]pyrazin-4(5H)-on